Br.N1=CC(=CC=C1)C(C)=O 1-(pyridin-3-yl)ethanone hydrobromide